BrC1=C(C=C(C=C1)NC1=NC=C(C(=N1)NC1CCCC1)Cl)C(C)(C)O[Si](C)(C)C(C)(C)C N2-[4-bromo-3-[1-[tert-butyl(dimethyl)silyl]oxy-1-methyl-ethyl]phenyl]-5-chloro-N4-cyclopentyl-pyrimidine-2,4-diamine